C(C)(C)(C)OC(=O)N1N=CC(=C1)CNC(C1=C(C=C(C=C1)NC(=O)C=1N(C(=CN1)C1=C(C(=C(C=C1)OC)F)F)C)Cl)=O 4-[[[2-chloro-4-[[5-(2,3-difluoro-4-methoxy-phenyl)-1-methyl-imidazole-2-carbonyl]amino]benzoyl]amino]methyl]pyrazole-1-carboxylic acid tert-butyl ester